ClC1=C(C=CC(=C1)C(F)(F)F)NC(=O)C1(CCC1)N1N=CC(=C1)NC(=O)C1CCNCC1 N-(1-(1-((2-chloro-4-(trifluoromethyl)phenyl)carbamoyl)cyclobutyl)-1H-pyrazol-4-yl)piperidine-4-Carboxamide